5-N-[4-(2,6-dimethylmorpholin-4-yl)-2-methylphenyl]-1-methyl-1,3-benzodiazole-2,5-diamine CC1CN(CC(O1)C)C1=CC(=C(C=C1)NC1=CC2=C(N(C(=N2)N)C)C=C1)C